4-(3-trifluoromethyl-4-chlorophenyl)-4-piperidinol FC(C=1C=C(C=CC1Cl)C1(CCNCC1)O)(F)F